N-(3-bromophenyl)-5-ethyl-1H-pyrrole-2-carboxamide BrC=1C=C(C=CC1)NC(=O)C=1NC(=CC1)CC